ClC=1C=C(C=CC1)NC(=O)N[C@@H](CO)C1=CC(=NC=C1)OC(F)F |o1:11| rel-1-(3-chlorophenyl)-3-[(1R)-1-[2-(difluoromethoxy)pyridin-4-yl]-2-hydroxyethyl]urea